C(#N)N=C(NC1=CC(=CC(=C1)OC)OC)NCCCN1C=NC=C1C 2-cyano(3,5-dimethoxyphenyl)-3-(3-(5-methyl-1H-imidazol-1-yl)propyl)guanidine